C(C)(C)(C)OC(=O)N1CC2=CC=C(C=C2C1)NC(C1=CC(=C(C=C1)Br)F)=O 5-(4-bromo-3-fluoro-benzoylamino)-1,3-dihydro-isoindole-2-carboxylic acid tert-butyl ester